COC=1C=C2CN(CC2=CC1)C1=NC=CC(=N1)N1N=CC2=CC(=CC=C12)N [2-(5-methoxy-1,3-dihydroisoindol-2-yl)pyrimidin-4-yl]-1H-indazol-5-amine